ClC=1C=C(C=CC1)N1CCN(CC1)C(=O)C1=CC(=C(C=C1)S(=O)CC(=O)OCC)[N+](=O)[O-] Ethyl 2-((4-(4-(3-chlorophenyl)piperazine-1-carbonyl)-2-nitrophenyl)sulfinyl)acetate